4-(Pyridin-ylmethyl)benzene-1,3-diol N1=C(C=CC=C1)CC1=C(C=C(C=C1)O)O